OCC1=CC=C2CN(C(C2=C1OCCCC1=CC=CC=C1)=O)C1C(NC(CC1)=O)=O 3-(6-(hydroxymethyl)-1-oxo-7-(3-phenylpropoxy)isoindolin-2-yl)piperidine-2,6-dione